C(C)N(C(=O)C1CC(CCC1)NC(=O)C=1C=C(C=NC1OC)C1=CC=C2C(=NNC2=C1)C(=O)NC)CC 6-(5-{[3-(diethylcarbamoyl)cyclohexyl]carbamoyl}-6-methoxypyridin-3-yl)-N-methyl-1H-indazole-3-carboxamide